C(\C=C\C(=O)OC)(=O)OC(C)OC(\C=C\C(=O)OC)=O 1-[(2E)-3-(methoxycarbonyl)prop-2-enoyloxy]ethyl methyl (2E)-but-2-ene-1,4-dioate